N[C@@H]1[C@@H](OCC12CCN(CC2)C=2N(C(C1=C(N2)NN=C1C#CC1=CC(=CC=C1)N)=O)C)C 6-((3S,4S)-4-amino-3-methyl-2-oxa-8-azaspiro[4.5]decan-8-yl)-3-((3-aminophenyl)ethynyl)-5-methyl-1,5-dihydro-4H-pyrazolo[3,4-d]pyrimidin-4-one